C(=CCCCCCCCCCCCCCCCC)C1C(=O)OC(C1)=O Octadecenyl-Succinic Anhydride